NC1=C(C(=NN1C(C(F)(F)F)C1CCCCC1)C1=CC=C(C=C1)Br)C#N 5-amino-3-(4-bromophenyl)-1-(1-cyclohexyl-2,2,2-trifluoro-ethyl)pyrazole-4-carbonitrile